5-Fluoro-4-(8-fluoroquinolin-6-yl)-N-(5-(4-(2,2,2-trifluoroethyl)piperazin-1-yl)pyridin-2-yl)pyrimidin-2-amine hydrochloride Cl.FC=1C(=NC(=NC1)NC1=NC=C(C=C1)N1CCN(CC1)CC(F)(F)F)C=1C=C2C=CC=NC2=C(C1)F